p-hydroxyhexadecyl-benzoic acid OCCCCCCCCCCCCCCCCC1=CC=C(C(=O)O)C=C1